CC(C(=O)O[C@H]1O[C@@]([C@@H]([C@@H]1O)O)(C#N)C1=CC=C2C(=NC=NN21)NC([C@H](CC2=CC=C(C=C2)F)N)=O)C ((2R,3S,4R,5R)-5-(4-((S)-2-amino-3-(4-fluorophenyl) propanamido) pyrrolo[2,1-f][1,2,4]triazin-7-yl)-5-cyano-3,4-dihydroxytetrahydrofuran-2-yl) methylpropionate